tert-butyl (3S)-4-(2-hydroxy-2-(2-methoxy-6-(trifluoromethyl)pyridin-3-yl)ethyl)-3-(hydroxymethyl)piperazine-1-carboxylate OC(CN1[C@@H](CN(CC1)C(=O)OC(C)(C)C)CO)C=1C(=NC(=CC1)C(F)(F)F)OC